N-(1,5-dimethyl-1H-pyrazol-4-yl)-7-methoxy-2-(tetrahydro-2H-pyran-4-yl)imidazo[1,2-a]pyridine-6-carboxamide CN1N=CC(=C1C)NC(=O)C=1C(=CC=2N(C1)C=C(N2)C2CCOCC2)OC